N-((R*)-1-(6-((R)-Cyclopropyl(2-(3,3-difluorocyclobutyl)acetamido)methyl)-1H-benzo[d]imidazol-2-yl)-2-(((R)-1,1,1-trifluoropropan-2-yl)oxy)ethyl)-1-isopropyl-1H-pyrazole-5-carboxamide C1(CC1)[C@H](C=1C=CC2=C(NC(=N2)[C@H](CO[C@@H](C(F)(F)F)C)NC(=O)C2=CC=NN2C(C)C)C1)NC(CC1CC(C1)(F)F)=O |o1:12|